ClC=1C=CC2=C(C(=NCC3=C2N=CN=C3)C=3N(C=CC3)C)C1 9-Chloro-7-(1-methyl-1H-pyrrol-2-yl)-5H-benzo[c]pyrimido[4,5-e]azepin